C(C)(C)(C)OC(=O)N1CCC(CC1)(F)C(NC1=C(C=C(C=C1)Br)C(N)=O)=O 4-[(4-bromo-2-carbamoylphenyl)carbamoyl]-4-fluoropiperidine-1-carboxylic acid tert-butyl ester